5-((4,5-dichloro-6-oxopyridazin-1(6H)-yl)methylsulfonamido)-2-methyl-N-(2-(pyridin-2-yl)ethyl)benzenesulfonamide ClC=1C=NN(C(C1Cl)=O)CS(=O)(=O)NC=1C=CC(=C(C1)S(=O)(=O)NCCC1=NC=CC=C1)C